C(C)(C)(C)OC(=O)N1C2CNCC1C2 6-t-butoxycarbonyl-3,6-diazabicyclo[3.1.1]-heptane